C(C)(C)(C)C1=C(C=C(C=N1)C1=CC(=C2C=NC(=NN21)N[C@H]2[C@@H](COCC2)O)F)F (3S,4R)-4-((7-(6-(tert-butyl)-5-fluoropyridin-3-yl)-5-fluoropyrrolo[2,1-f][1,2,4]triazin-2-yl)amino)tetrahydro-2H-pyran-3-ol